COC1=C(C=CC=C1)C1CCN(CC1)CCC1=CNC=2C=CC=C(C12)O 3-(2-(4-(2-methoxyphenyl)piperidin-1-yl)ethyl)-1H-indol-4-ol